(2S,4R)-4-fluoro-2-[(1-methylpyrazol-4-yl)carbamoyl]pyrrolidine-1-carboxylic acid tert-butyl ester C(C)(C)(C)OC(=O)N1[C@@H](C[C@H](C1)F)C(NC=1C=NN(C1)C)=O